NCC(C(C)O)(C)CC1=CC=CC=C1 4-amino-3-benzyl-3-methylbutan-2-ol